F[H-]F.C(CCC)[N+](CCCC)(CCCC)CCCC tetra-n-butyl-ammonium bifluoride